FC=1C(=C(C=CC1)N1CC=2N=C(N=C(C2CC1)N1C[C@@H](N(CC1)C(C=C)=O)CC#N)OC[C@H]1N(CCC1)C)C(F)(F)F 2-[(2S)-4-[7-[3-fluoro-2-(trifluoromethyl)phenyl]-2-[[(2S)-1-methylpyrrolidin-2-yl]methoxy]-6,8-dihydro-5H-pyrido[3,4-d]pyrimidin-4-yl]-1-prop-2-enoyl-piperazin-2-yl]acetonitrile